ClC=1C=C(C=C(C1)OCCOCCOCCOCCOCCOCCOCCOCCOCC=O)NC(=O)NCC=1C=C2CN(C(C2=CC1)=O)C1C(NC(CC1)=O)=O 1-[3-chloro-5-[2-[2-[2-[2-[2-[2-[2-[2-(2-oxoethoxy)ethoxy]ethoxy]ethoxy]ethoxy]ethoxy]ethoxy]ethoxy]ethoxy]phenyl]-3-[[2-(2,6-dioxo-3-piperidyl)-1-oxo-isoindolin-5-yl]methyl]urea